(R)-1-cyclopentyl-1,2,3,6-tetrahydropyridin-3-yl pivalate C(C(C)(C)C)(=O)O[C@H]1CN(CC=C1)C1CCCC1